hydroquinone calcium [Ca].C1(O)=CC=C(O)C=C1